ClC1=C(CN2[C@@H](C[C@@H](C2)F)C(=O)N)C=CC(=C1)OCC1=CC(=CC=C1)F (2S,4S)-1-(2-chloro-4-(3-fluorobenzyloxy)benzyl)-4-fluoropyrrolidine-2-formamide